(3-(5-(2-aminopyrimidin-4-yl)-2-(3-(1-(5-(2,6-dioxopiperidin-3-yl)pyridin-2-yl)piperidine-4-carbonyl)-3-azaspiro[5.5]undecan-9-yl)thiazol-4-yl)-2-fluorophenyl)propane-1-sulfonamide NC1=NC=CC(=N1)C1=C(N=C(S1)C1CCC2(CCN(CC2)C(=O)C2CCN(CC2)C2=NC=C(C=C2)C2C(NC(CC2)=O)=O)CC1)C=1C(=C(C=CC1)C(CC)S(=O)(=O)N)F